BrC1=CC=C(C=C1)C=1C=CC(=C2C=3C=CC=C(C3CC(C12)CO)C1=NC=C(C#N)C=C1)O 6-(8-(4-bromophenyl)-5-hydroxy-9-(hydroxymethyl)-9,10-dihydrophenanthren-1-yl)nicotinonitrile